cis-allyl borate B(OCC=C)([O-])[O-]